NC1=NC=CC(=C1)C=1C=C2C(=NNC2=C(C1)C=1C=NC=CC1)N 5-(2-aminopyridin-4-yl)-7-(pyridin-3-yl)-1H-indazol-3-amine